4-(2-Ethyl-5-(2-(piperidin-1-yl)acetyl)-1H-pyrrol-1-yl)benzonitrile C(C)C=1N(C(=CC1)C(CN1CCCCC1)=O)C1=CC=C(C#N)C=C1